4-(7-fluoroimidazo[1,2-a]pyridin-3-yl)-7-((5-(8-hydroxy-3-aza-bicyclo[3.2.1]octan-3-yl)pyridin-2-yl)amino)isoindolin-1-one FC1=CC=2N(C=C1)C(=CN2)C2=C1CNC(C1=C(C=C2)NC2=NC=C(C=C2)N2CC1CCC(C2)C1O)=O